C(=C)N[C@@H](CCCC[N+](C)(C)C)C(=O)O Vinyl-laminin